(Z)-1,1,4,4-Tetrafluoro-2-methyl-3-difluoromethyl-but-2-ene FC(C(=C(C(F)F)C(F)F)C)F